C(#N)CC(C1=CC=CC=C1)C1=CC(=CC(=N1)C(=O)NC)C(=O)N[C@@H]1[C@H](C1)C 6-(2-cyano-1-phenylethyl)-N2-methyl-N4-((1S,2S)-2-methylcyclopropyl)pyridine-2,4-dicarboxamide